4-hydroxy-1-(chloromethyl)-7-phenoxyisoquinoline-3-carboxylic acid methyl ester COC(=O)C=1N=C(C2=CC(=CC=C2C1O)OC1=CC=CC=C1)CCl